ethyl phthalate C(C=1C(C(=O)[O-])=CC=CC1)(=O)OCC